S1C=NC2=C1C(=CC=C2)N2C(C=1N(C3=CC(=C(C=C23)Br)Cl)C=CN1)=O 5-(Benzo[d]thiazol-7-yl)-7-bromo-8-chloroimidazo[1,2-a]quinoxalin-4(5H)-one